(S)-4-(2-cyclopropyl-4-(3-(methylamino)-1-(thiophen-2-yl)propoxy)benzyl)-1-methyl-1,2,3,4-tetrahydro-5H-pyrido[2,3-e][1,4]diazepin-5-one C1(CC1)C1=C(CN2CCN(C3=C(C2=O)C=CC=N3)C)C=CC(=C1)O[C@@H](CCNC)C=1SC=CC1